COC[C@@H]1N2C3=C(N=C(N=C3N(C1)C)NCC=1C=NN(C1)CC=1C=NC(=CC1)C(F)(F)F)C=C2C (R)-6-(methoxymethyl)-4,8-dimethyl-N-((1-((6-(trifluoromethyl)pyridin-3-yl)methyl)-1H-pyrazol-4-yl)methyl)-5,6-dihydro-4H-pyrrolo[3,2,1-de]pteridin-2-amine